C(C)C(COC=1C=C(OCCNCCCCCO)C=C(C1)CCCCCCCCCCCCCCC)CCCC 5-((2-(3-((2-ethylhexyl)oxy)-5-pentadecylphenoxy)ethyl)amino)pentan-1-ol